4-(((3s,4s)-1-((2,4-dichlorophenyl)sulfonyl)-4-hydroxy-4-(hydroxymethyl)pyrrolidin-3-yl)sulfonyl)-2,5-difluorobenzonitrile ClC1=C(C=CC(=C1)Cl)S(=O)(=O)N1C[C@@H]([C@](C1)(CO)O)S(=O)(=O)C1=CC(=C(C#N)C=C1F)F